F[P-](F)(F)(F)(F)F.C(C)(=O)C=1N(C=CC1)S(=O)(=O)C acetyl-N-methylsulfonyl-pyrrole hexafluorophosphate